4-(tert-butyl)-2-methylphenyl trifluoromethanesulfonate FC(S(=O)(=O)OC1=C(C=C(C=C1)C(C)(C)C)C)(F)F